1,8-dichloro-3-(1-(5-chloro-2-ethoxy-4-fluoro-3-(tetrahydro-2H-pyran-4-yl)phenyl)ethyl)imidazo[1,5-a]Pyrazine ClC=1N=C(N2C1C(=NC=C2)Cl)C(C)C2=C(C(=C(C(=C2)Cl)F)C2CCOCC2)OCC